5-[(2S,5R)-5-methyl-2-piperidyl]thiazole C[C@@H]1CC[C@H](NC1)C1=CN=CS1